N-(4-(2-(1H-indol-5-yl)propyl)-6-(((R)-1-hydroxy-4-methylpent-2-yl)amino)-1,3,5-triazin-2-yl)methanesulfonamide N1C=CC2=CC(=CC=C12)C(CC1=NC(=NC(=N1)N[C@@H](CO)CC(C)C)NS(=O)(=O)C)C